C(C)OC(=O)C(C(C)C)C1=CC=C(C=C1)[C@@H]1N(C(OC1)(C)C)C(=O)OC(C)(C)C Tert-butyl (4S)-4-[4-(1-ethoxycarbonyl-2-methyl-propyl)phenyl]-2,2-dimethyl-oxazolidine-3-carboxylate